CC1=CC=C(C=C1)S(=O)(=O)N[C@H](C(N1CCOCCOCCOCC1)=O)CC(C)C (S)-4-methyl-N-(4-methyl-1-oxo-1-(1,4,7-trioxa-10-azacyclododecan-10-yl)pent-2-yl)benzenesulfonamide